C1(CCC1)C=1C(=NN(C1NC(CC(C)(C)C)=O)C)CC1CC(C1)(F)F N-(4-cyclobutyl-3-((3,3-difluorocyclobutyl)methyl)-1-methyl-1H-pyrazol-5-yl)-3,3-dimethylbutanamide